(3S,4S)-tert-butyl 3-hydroxy-4-isobutylpyrrolidine-1-carboxylate O[C@@H]1CN(C[C@@H]1CC(C)C)C(=O)OC(C)(C)C